1-((3S,4R)-3-fluoro-4-((1-isobutyl-6-((1-methyl-1H-pyrazol-3-yl)amino)-1H-pyrrolo[3,2-c]pyridin-4-yl)oxy)pyrrolidin-1-yl)prop-2-en-1-one F[C@H]1CN(C[C@H]1OC1=NC(=CC2=C1C=CN2CC(C)C)NC2=NN(C=C2)C)C(C=C)=O